C(CCCCCCCCCCC)N(CCN(CCO)CCCCC\C=C/CCCCC)CCCCCCCCCCCC (Z)-2-((2-(Didodecyl-amino)ethyl)(dodec-6-en-1-yl)amino)ethan-1-ol